α-chloroacrylic acid ClC(C(=O)O)=C